OCCN(C)CC1=NN2C(C(N1C)=O)=CC=C2 2-(((2-hydroxyethyl)(methyl)amino)methyl)-3-methylpyrrolo[2,1-f][1,2,4]triazin-4(3H)-one